methyl (1s,4s)-6'-acetyl-2'-bromo-4-[(3-chlorophenyl)(trifluoroacetyl)amino]spiro[cyclohexane-1,1'-indene]-4-carboxylate C(C)(=O)C1=CC=C2C=C(C3(C2=C1)CCC(CC3)(C(=O)OC)N(C(C(F)(F)F)=O)C3=CC(=CC=C3)Cl)Br